(S)-5-(3-(5-chloroisoindolin-2-yl)-3-oxopropyl)-5-cyclopropylimidazolidine-2,4-dione ClC=1C=C2CN(CC2=CC1)C(CC[C@@]1(C(NC(N1)=O)=O)C1CC1)=O